Cl.NC(C(=O)N1CCN(CC1)C(=O)NC1=NC(N(C=C1)C1=CC=C(C=C1)CNC1CC(C(CC1)N)OC)=O)(C)C 4-(2-Amino-2-methylpropanoyl)-N-(1-(4-(((4-amino-3-methoxycyclohexyl)amino)methyl)phenyl)-2-oxo-1,2-dihydropyrimidin-4-yl)piperazine-1-carboxamide hydrochloride salt